FC1=C(C=C(C=C1)C1=NC2=CC(=NC=C2C=C1)CNC(=O)C1=C(C(=O)O)C=CC=C1)C1=CC=NC=C1 2-(((2-(4-fluoro-3-(pyridin-4-yl)phenyl)-1,6-naphthyridin-7-yl)methyl)carbamoyl)benzoic acid